C1=CC=C2C(=C1)C=CC=C2CC(=O)NCCCNCCCCNCCCN 1-NAPHTHYLACETYLSPERMINE